3-(4-((8-((R)-3-(4-amino-3-(4-phenoxyphenyl)-1H-pyrazolo[3,4-d]pyrimidin-1-yl)piperidin-1-yl)octyl)thio)-1-oxoisoindoline-2-yl)piperidine-2,6-dione NC1=C2C(=NC=N1)N(N=C2C2=CC=C(C=C2)OC2=CC=CC=C2)[C@H]2CN(CCC2)CCCCCCCCSC2=C1CN(C(C1=CC=C2)=O)C2C(NC(CC2)=O)=O